FC1=C(C(=CC=C1)F)C=1SC=C(N1)C(=O)NC=1C(=C2C(=NC1)SC=C2)N2C[C@H](CCC2)NC(OC(C)(C)C)=O tert-Butyl {(3S)-1-[5-({[2-(2,6-difluorophenyl)-1,3-thiazol-4-yl]carbonyl}amino)thieno[2,3-b]pyridin-4-yl]piperidin-3-yl}carbamate